6-[6-chloro-2-methyl-4-(piperazin-1-yl)quinazolin-7-yl]-4-methyl-5-(trifluoromethyl)pyridin-2-amine ClC=1C=C2C(=NC(=NC2=CC1C1=C(C(=CC(=N1)N)C)C(F)(F)F)C)N1CCNCC1